C(C)(=O)C=1C2=C(C(=NC1)N)C(=NN2C2CNCC2)C#CC2=CC1=C(N(C=N1)CC)C=C2 3-(7-acetyl-4-amino-3-((1-ethyl-1H-benzo[d]imidazol-5-yl)ethynyl)-1H-pyrazolo[4,3-c]pyridin-1-yl)pyrrolidin